C(C)N1N=C(C=C1)CC 1,3-diethylpyrazole